FC1=C(C=CC=C1C[C@@H]1N(CC([C@@H]1NS(=O)(=O)CC)(F)F)C(=O)C1OCC1)C1=CC(=C(C=C1)F)C N-[(2S,3R)-2-[(2,4'-difluoro-3'-methyl-[1,1'-biphenyl]-3-yl)methyl]-4,4-difluoro-1-(oxetane-2-carbonyl)pyrrolidin-3-yl]ethanesulfonamide